NC=1C(=C2C(=NC1)N(C=C2)S(=O)(=O)C2=CC=CC=C2)NC2CCC(CC2)CC#N 2-((1r,4r)-4-((5-amino-1-(benzenesulfonyl)-1H-pyrrolo[2,3-b]pyridin-4-yl)amino)cyclohexyl)acetonitrile